(R)-6-fluoro-5-(2-(5-fluoro-2-methoxypyridin-3-yl)pyrrolidin-1-yl)-3-(1H-1,2,4-triazol-3-yl)pyrazolo[1,5-a]pyrimidine FC=1C(=NC=2N(C1)N=CC2C2=NNC=N2)N2[C@H](CCC2)C=2C(=NC=C(C2)F)OC